ClC=1C(=C2C=NN(C2=CC1)C)CC(=O)N1[C@H]([C@H]2CCCC([C@@H]2CC1)=O)C (1S,4aR,8aS)-2-[2-(5-chloro-1-methyl-indazol-4-yl)acetyl]-1-methyl-1,3,4,4a,6,7,8,8a-octahydroisoquinolin-5-one